ClCC(=O)O\N=C(/N)\C1CC(C1)(F)C1=CC=C(C=C1)Cl (Z)-N'-(2-Chloroacetoxy)-3-(4-chlorophenyl)-3-fluorocyclobutanecarboxamidine